(±)-methyl 2-cyano-4-(3-(4,5-dichloro-1-methyl-1H-indole-2-carboxamido) tetrahydrofuran-3-yl)benzoate C(#N)C1=C(C(=O)OC)C=CC(=C1)[C@]1(COCC1)NC(=O)C=1N(C2=CC=C(C(=C2C1)Cl)Cl)C |r|